((4-(4-amino-6-bromo-7-methyl-7H-pyrrolo[2,3-d]pyrimidin-5-yl)-2-fluorophenyl)imino)hexahydro-1λ6-thiopyran-1-oxide NC=1C2=C(N=CN1)N(C(=C2C2=CC(=C(C=C2)N=S2(CCCCC2)=O)F)Br)C